C[C@@H]1CN(C[C@H]2N1CC=1C=CC(=CC1C2)N2C(C1CNCCC1C2)=O)C2=C1C=CC=NC1=C(C=C2)C#N 5-[(4R,11aS)-4-Methyl-9-(3-oxo-3a,4,5,6,7,7a-hexahydro-1H-pyrrolo[3,4-c]pyridin-2-yl)-1,3,4,6,11,11a-hexahydropyrazino[1,2-b]isochinolin-2-yl]chinolin-8-carbonitril